C(C#C)OC1=CC(=NC(=C1)CN1CCOCCOCCN(CCOCCOCC1)CC1=NC(=CC=C1)C(=O)O)C(=O)O 4-(prop-2-yn-1-yloxy)-6-((16-((6-carboxypyridin-2-yl)methyl)-1,4,10,13-tetraoxa-7,16-diazacyclooctadecan-7-yl)methyl)picolinic acid